FC(C(=O)O)(F)F.BrC1=CC=CC=2C=3C(CN(C3C=CC21)C(NCC2=CC=C(C=C2)C)=N)C 6-Bromo-1-methyl-N-(4-methylbenzyl)-1,2-dihydro-3H-benzo[e]indole-3-carboximidamide 2,2,2-trifluoroacetic acid salt